COC=1C=C2C(=CC=NC2=CC1OC)N1CCC2(OCCO2)CC1 8-(6,7-dimethoxyquinolin-4-yl)-1,4-dioxa-8-azaspiro[4.5]decane